2-[4-bromo-5-fluoro-2-(4-ethoxy-4,5-dihydroisoxazol-3-yl)phenoxy]acetic acid ethyl ester C(C)OC(COC1=C(C=C(C(=C1)F)Br)C1=NOCC1OCC)=O